2-(7-quinolyloxymethyl)tetrahydrofuran-3,4-diol N1=CC=CC2=CC=C(C=C12)OCC1OCC(C1O)O